N-(4-(2-((2-Chloro-6-fluorochinolin-4-yl)amino)ethyl)phenyl)methansulfonamid ClC1=NC2=CC=C(C=C2C(=C1)NCCC1=CC=C(C=C1)NS(=O)(=O)C)F